tert-butyl 6-(3-methyl-2-oxo-1H-benzimidazol-5-yl)-7-oxa-3-azabicyclo[4.1.0]heptane-3-carboxylate CN1C(NC2=C1C=C(C=C2)C21CCN(CC1O2)C(=O)OC(C)(C)C)=O